3-methoxy-4-{[3-(4-{[(1R,4R)-4-{6-oxa-2-azaspiro[3.5]nonan-2-yl}cyclohexyl]amino}-1-(2,2,2-trifluoroethyl)-1H-indol-2-yl)prop-2-yn-1-yl]amino}benzene-1-sulfonamide COC=1C=C(C=CC1NCC#CC=1N(C2=CC=CC(=C2C1)NC1CCC(CC1)N1CC2(C1)COCCC2)CC(F)(F)F)S(=O)(=O)N